OC(CNCNC(CCCCCC)=O)=O 1-oxa-4,6-diazatridecane-2,7-dione